6-(1,3-benzodioxol-5-ylamino)-N-(2,2-dimethylcyclobutyl)-3-hydroxy-pyridine-2-carboxamide O1COC2=C1C=CC(=C2)NC2=CC=C(C(=N2)C(=O)NC2C(CC2)(C)C)O